N1NC(C=C1)=O 1,2-dihydro-3H-pyrazol-3-one